C(C)CC(CC(=O)[O-])=O.CC([O-])CC.CC([O-])CC.CC([O-])CC.[Ti+4] titanium tri-sec-butoxide mono(ethylacetoacetate)